(S)-1-(6-((2-amino-3-chloropyridin-4-yl)thio)pyrido[2,3-b]pyrazin-2-yl)azepan-4-amine NC1=NC=CC(=C1Cl)SC=1C=CC=2C(=NC=C(N2)N2CC[C@H](CCC2)N)N1